FC(S(=O)(=O)N(S(=O)(=O)C(F)(F)F)C1=NC=C(C=C1)Cl)(F)F 2-[N,N-bis(trifluoromethylsulfonyl)amino]-5-chloropyridine